N-(3-((2-amino-3,4-dioxocyclobut-1-en-1-yl)amino)-4-fluorophenyl)-2-(4-fluoro-2-methylphenoxy)-5-(trifluoromethyl)benzamide NC1=C(C(C1=O)=O)NC=1C=C(C=CC1F)NC(C1=C(C=CC(=C1)C(F)(F)F)OC1=C(C=C(C=C1)F)C)=O